7,8-dihydro[1,4]dioxino[2,3-g]quinazolin-4-amine N1=CN=C(C2=CC3=C(C=C12)OCCO3)N